4-bromo-2-fluorobenzene-1-sulfonamide BrC1=CC(=C(C=C1)S(=O)(=O)N)F